FC(C(=O)O)(F)F.C(C)C1=CC2=C([C@]3(OCC2=O)C[C@@H](NCC3)C)S1 (2S,4R)-2'-ethyl-2-methyl-spiro[piperidine-4,7'-thieno[2,3-C]pyran]-4'-one (trifluoroacetate)